amino-1-1-piperidyl-1-ethanol NC(C)(O)N1CCCCC1